NCC=1C=C(C=CC1)C=1SC(=CN1)CN(C)C 1-(2-(3-(aminomethyl)phenyl)thiazol-5-yl)-N,N-dimethylmethylamine